C(\C=C\C(=O)O)(=O)O.COC=1C=C2C=CN(C2=CC1)C[C@@H](C)N(C)C.COC=1C=C2C=CN(C2=CC1)C[C@@H](C)N(C)C (R)-1-(5-methoxy-1H-indol-1-yl)-N,N-dimethylpropan-2-amine hemifumarate